5-(benzyloxy)-2-methyl-N-(4-methylcyclohexyl)benzofuran-3-carboxamide C(C1=CC=CC=C1)OC=1C=CC2=C(C(=C(O2)C)C(=O)NC2CCC(CC2)C)C1